N-(4-chlorophenyl)pyrazolo[1,5-a]pyridine-5-carboxamide ClC1=CC=C(C=C1)NC(=O)C1=CC=2N(C=C1)N=CC2